5-(2,5-dichloropyrimidin-4-yl)-3a-methyl-hexahydropyrrolo[3,4-c]pyrrole-2(1H)-carboxylic acid tert-butyl ester C(C)(C)(C)OC(=O)N1CC2CN(CC2(C1)C)C1=NC(=NC=C1Cl)Cl